(2S,4R)-2-((1H-1,2,3-triazol-1-yl)methyl)-4-(cyclopropylamino)pyrrolidine-1-carboxylic acid tert-butyl ester C(C)(C)(C)OC(=O)N1[C@@H](C[C@H](C1)NC1CC1)CN1N=NC=C1